N-(5-(5-bromopyridin-2-yl)-1,3,4-thiadiazol-2-yl)-1-ethyl-4-hydroxy-2-quinolone-3-carboxamide BrC=1C=CC(=NC1)C1=NN=C(S1)NC(=O)C=1C(N(C2=CC=CC=C2C1O)CC)=O